(2s,3s,4r,5s)-3,4-dihydroxy-N-methyl-5-(6-((pyridin-2-ylmethyl)amino)-2-(pyridin-3-yl)-9H-purin-9-yl)tetrahydrofuran-2-carboxamide O[C@@H]1[C@H](O[C@@H]([C@@H]1O)N1C2=NC(=NC(=C2N=C1)NCC1=NC=CC=C1)C=1C=NC=CC1)C(=O)NC